FC1=CC=C(C=C1)C1=C(N(C2=CC=C(C=C12)C)C(C)C)/C=C/[C@@H](C[C@@H](CC(=O)OC(C)(C)C)O)O |o1:22,24| tert-butyl rel-(3S,5R,E)-7-(3-(4-fluorophenyl)-1-isopropyl-5-methyl-1H-indol-2-yl)-3,5-dihydroxyhept-6-enoate